C(#N)C1=CC(=C(C(=O)NC2=C(C=CC(=C2)C(=O)NC2=C(C=C(C=C2Br)C(C(C(F)(F)F)(F)F)(C(F)(F)F)F)Br)C#N)C=C1)C 4-cyano-N-[2-cyano-5-[[[2,6-dibromo-4-[1,2,2,3,3,3-hexafluoro-1-(trifluoromethyl)propyl]phenyl]amino]carbonyl]phenyl]-2-methyl-benzamide